C1(CC1)C([C@@H](C(=O)NC1=CC(=C(C=C1)C=1C(=NNC1C)C)O)NC(=O)C=1N(N=CC1)C(C)C)C1CC1 N-[(1S)-1-(dicyclopropylmethyl)-2-[4-(3,5-dimethyl-1H-pyrazol-4-yl)-3-hydroxy-anilino]-2-oxo-ethyl]-2-isopropyl-pyrazole-3-carboxamide